NC1CCN(CC1)C1=NC(=C2N=CN(C2=N1)C(C)C)NCC1=C(C=CC=C1)N1N=C(C=C1)C(=O)N1CCN(CC1)CCO (1-(2-(((2-(4-aminopiperidin-1-yl)-9-isopropyl-9H-purin-6-yl)amino)methyl)phenyl)-1H-pyrazol-3-yl)(4-(2-hydroxyethyl)piperazin-1-yl)methanone